Diethylene glycol bis(p-toluenesulphonate) CC1=CC=C(C=C1)S(=O)(=O)OCCOCCOS(=O)(=O)C1=CC=C(C)C=C1